7-(2-((3aS,4R,6aR)-4-(4-amino-7H-pyrrolo[2,3-d]pyrimidin-7-yl)-2,2-dimethyl-3a,6a-dihydro-4H-cyclopenta[d][1,3]dioxol-6-yl)ethyl)-3-chloro-1,5-naphthyridin-2-amine NC=1C2=C(N=CN1)N(C=C2)[C@@H]2C=C([C@H]1OC(O[C@H]12)(C)C)CCC1=CN=C2C=C(C(=NC2=C1)N)Cl